L-2,5-dihydroxyterephthalic acid OC1=C(C(=O)O)C=C(C(=C1)C(=O)O)O